CN1CCN(CC1)C(=O)C=1C=CC2=C(NC(=N2)C2=NNC3=CC=CC(=C23)C(C(=O)N)C)C1 3-(6-(4-methylpiperazine-1-carbonyl)-1H-benzoimidazol-2-yl)-1H-indazol-4-yl-propionamide